C1(=CC=CC=C1)C=1C=NC=C(C1)C(F)(F)F 3-Phenyl-5-(trifluoromethyl)pyridine